[Si](C1=CC=CC=C1)(C1=CC=CC=C1)(C(C)(C)C)O[C@@H]1[C@](COC1)(C#N)N1[C@H](CN(CC1)C(=O)OC(C)(C)C)C Tert-butyl (S)-4-((3R,4R)-4-((tert-butyldiphenylsilyl)oxy)-3-cyanotetrahydrofuran-3-yl)-3-methylpiperazine-1-carboxylate